C[Si]1(C=C(C(=C1)C1=CC=CC=C1)C1=CC=CC=C1)C 1,1-dimethyl-3,4-diphenylsilole